CC(C(C)=CCCC(C)=CC=O)C dimethyl-citral